C(CCCCC(=O)O)(=O)O hexane-1,6-dioic acid